C(CC(=O)C)(=O)NC1=CC=CC=C1 Acetoacetic anilide